NCC1=NN(C2=NC=CC(=C21)O[C@@H]2C[C@H](C2)O)C2=CC=C(C=C2)OC(F)(F)F trans-3-((3-(aminomethyl)-1-(4-(trifluoromethoxy)phenyl)-1H-pyrazolo[3,4-b]pyridin-4-yl)oxy)cyclobutanol